C=C1CN(C1)C(=O)[O-] 3-Methyleneazetidine-1-carboxylate